2-(4-chlorophenyl)-N-(3-(diethylamino)propyl)benzo[d]imidazo[2,1-b]thiazole ClC1=CC=C(C=C1)C=1N(C2SC3=C(N2C1)C=CC=C3)CCCN(CC)CC